CCC(C)(/C=C(\\C)/C=C/C1=CC2=CC3C(C(=O)O[C@]3([C@@H](C2=CO1)O)C)C(=O)C)O The molecule is an azaphilone that is 9,9a-dihydro-2H-furo[3,2-g]isochromen-2-one substituted by an acetyl group at position 3, a hydroxy group at position 9 a 5-hydroxy-3,5-dimethylhepta-1,3-dien-1-yl group at position 6 and a methyl group at position 9a. It has been isolated from Chaetomium cupreum. It has a role as a Chaetomium metabolite. It is a gamma-lactone, an azaphilone, an organic heterotricyclic compound, a methyl ketone and a tertiary alcohol.